C(CCCCCCCC\C=C/C=C/CCC)CC(=O)O.C(C)(=O)OCCCCCC\C=C/C=C/CC (Z,E)-7,9-dodecadienyl acetate (Z,E)-10,12-hexadecadienyl-acetate